C(C1CO1)OCCC[Si](O[Si](C)(C)C)(C)C γ-glycidoxypropyl-pentamethyldisiloxane